ClC1=CC(=C(COC2=C(C=CC(=N2)C2=CC(=C(CC3=NC=4C(=NC(=CC4)C(=O)O)N3C[C@H]3OCC3)C=C2)F)F)C=C1)F (S)-2-(4-(6-(4-chloro-2-fluorobenzyloxy)-5-fluoropyridin-2-yl)-2-fluorobenzyl)-3-(oxetan-2-ylmethyl)-3H-imidazo[4,5-b]pyridine-5-carboxylic acid